C(C=C)(=O)N1C[C@@H](CCC1)NC1=C2C(=NC(=N1)NC=1C=NN(C1)CC(=O)NC)NN=C2Cl (R)-2-(4-(4-(1-acryloylpiperidin-3-ylamino)-3-chloro-1H-pyrazolo[3,4-d]pyrimidin-6-ylamino)-1H-pyrazol-1-yl)-N-methylacetamide